ClC=1C(=NC=CC1OC=1C=NC(=CC1)[N+](=O)[O-])N=C(C1=CC=CC=C1)C1=CC=CC=C1 N-(3-chloro-4-((6-nitro-pyridin-3-yl)oxy)pyridin-2-yl)-1,1-diphenyl-methanimine